(2-oxo-propoxy)-4-(trifluoromethyl)benzonitrile O=C(COC1=C(C#N)C=CC(=C1)C(F)(F)F)C